C(C)(C)C=1NC=CN1 2-isopropyl-imidazole